2-ethyl-3-amylpyridine C(C)C1=NC=CC=C1CCCCC